[Cl-].C(CCCCCCCCCCC)[N+](CCO)(CCO)CC1=CC=CC=C1 N-dodecyl-N,N-bis(2-hydroxyethyl)-benzyl-ammonium chloride